4-(3-((2-((2-(1-methylpiperidin-4-yl)oxazol-4-yl)amino)-5-(trifluoromethyl)pyridin-4-yl)amino)propyl)-1,4-oxazepan-5-one CN1CCC(CC1)C=1OC=C(N1)NC1=NC=C(C(=C1)NCCCN1CCOCCC1=O)C(F)(F)F